rac-1-(((3S,5R)-5-Hydroxy-1-oxaspiro[2.5]octan-5-yl)methyl)-1H-benzo[d]imidazole-6-carbonitrile Potassium tert-butoxide CC(C)(C)[O-].[K+].O[C@]1(C[C@]2(CO2)CCC1)CN1C=NC2=C1C=C(C=C2)C#N |r|